allyldimethyl-(3-sulfopropyl)ammonium C(C=C)[N+](CCCS(=O)(=O)O)(C)C